C(C1=CN=CC=C1)(=O)OCN1N=C(C(CC1=O)C)C1=CC=C(C=C1)NN=C(C#N)C#N 3-((4-(2-(dicyanomethylene)hydrazino)phenyl)-4-methyl-6-oxo-5,6-dihydropyridazin-1(4H)-yl)methyl nicotinate